5-bromo-1H-pyrazolo[3,4-c]pyridine hydrochloride Cl.BrC=1C=C2C(=CN1)NN=C2